O(C1=CC=CC=C1)C1CC(CC1)O 3-phenoxycyclopentane-1-ol